BrC=1C=CC2=C(N(N=N2)C([2H])([2H])[2H])C1 6-bromo-1-(methyl-d3)-1H-benzo[d][1,2,3]triazole